8,8'-(((1S,3R)-3-hydroxycyclopent-yl)azanediyl)bis-(N,N-didecyloctan-amide) O[C@H]1C[C@H](CC1)N(CCCCCCCC(=O)N(CCCCCCCCCC)CCCCCCCCCC)CCCCCCCC(=O)N(CCCCCCCCCC)CCCCCCCCCC